3-bromo-4-methoxy-4'-phenylbenzophenone BrC=1C=C(C(=O)C2=CC=C(C=C2)C2=CC=CC=C2)C=CC1OC